C1[C@H]([NH+]=C(S1)N)C(=O)[O-] The molecule is a 2-amino-Delta(2)-thiazoline-4-carboxylic acid zwitterion that has R-configuration. The major species at pH 7.3. It is an enantiomer of a D-2-amino-Delta(2)-thiazoline-4-carboxylic acid zwitterion. It is a tautomer of a L-2-amino-Delta(2)-thiazoline-4-carboxylic acid.